C1NCC2=CC(=CC=C12)C(=O)[O-] 2,3-dihydro-1H-isoindole-5-carboxylate